CC(C1=CC=CC=C1)NC(=O)OC(C1=CC=CC=C1)=O N-(alpha-methylbenzyl)O-carbamoyl-benzoic acid